(R)-4-((2-((1-hydroxybutan-2-yl)amino)-8-isopropylpyrazolo[1,5-a][1,3,5]triazin-4-yl)amino)piperidine-1-carboxylic acid (3-fluoroazetidin-3-yl)methyl ester FC1(CNC1)COC(=O)N1CCC(CC1)NC1=NC(=NC=2N1N=CC2C(C)C)N[C@@H](CO)CC